C(C)(C)C1=CN=C(N1)C1=NC=CC(=C1)C=1C=NC=C(C1)N1CCOCC1 4-(2'-(5-isopropyl-1H-imidazol-2-yl)-3,4'-bipyridin-5-yl)morpholine